C1OCCN2C1=CC=C2C=2N=C(C=C1C(=C(N=CC21)C2=CC(=CC1=CC=C(C(=C21)C#C)F)O)F)OC[C@]21CCCN1C[C@@H](C2)F 4-[8-(3,4-dihydro-1H-pyrrolo[2,1-c][1,4]oxazin-6-yl)-4-fluoro-6-{[(2R,7aS)-2-fluorotetrahydro-1H-pyrrolizin-7a(5H)-yl]methoxy}-2,7-naphthyridin-3-yl]-5-ethynyl-6-fluoronaphthalen-2-ol